C(C)OC1=C(O[C@H]2CN(CCC2)N2CC(=NC=C2)NC2=CC=CC(=N2)C2=CC=C(C=C2)NCC(=O)O)C=CC=C1 (R)-(4-(6-((4-(3-(2-Ethoxyphenoxy)piperidin-1-yl)pyrazin-2-yl)amino)pyridin-2-yl)phenyl)glycin